BrC=1C(=C(C(=C(C1C(=O)[O-])C(=O)[O-])Br)Br)Br tetrabromophthalate